2-benzyloxy-2-[3-[tert-butyl(diphenyl)silyl]oxypropoxymethyl]-3,3,3-trifluoro-propanehydrazide C(C1=CC=CC=C1)OC(C(=O)NN)(C(F)(F)F)COCCCO[Si](C1=CC=CC=C1)(C1=CC=CC=C1)C(C)(C)C